OC=1C=C2C=CC(=NC2=CC1C=1N=NC(=CC1)N(C1CC(NC(C1)(C)C)(C)C)C)C(=O)N 6-hydroxy-7-(6-(methyl(2,2,6,6-tetramethylpiperidin-4-yl)amino)pyridazin-3-yl)quinoline-2-carboxamide